3,5-dimethylaminoadamantane CNC12CC3CC(CC(C1)(C3)NC)C2